FC1=C(C=CC=C1)CCC(=C)C 1-fluoro-2-(3-methylbut-3-en-1-yl)benzene